4-[2,3-difluoro-4-(4,4,5,5-tetramethyl-1,3,2-dioxaborolan-2-yl)phenyl]-1-(3-methoxypropyl)-3-methyl-pyrazole FC1=C(C=CC(=C1F)B1OC(C(O1)(C)C)(C)C)C=1C(=NN(C1)CCCOC)C